C(C)(C)(C)C1=NC(=NO1)C(=O)NCC1=C(C(=C(C=C1)C=1C=2N(C=C(N1)C=1C=NN(C1)C)N=CC2)F)F (tert-butyl)-N-(2,3-difluoro-4-(6-(1-methyl-1H-pyrazol-4-yl)pyrazolo[1,5-a]pyrazin-4-yl)benzyl)-1,2,4-oxadiazole-3-carboxamide